C(C)OC(=O)C(CCC(=O)O)(CC)C=1N=C(SC1)NC1=C(C=CC=C1)O 4-ETHOXYCARBONYL-4-[2-(2-HYDROXYANILINO)THIAZOL-4-YL]HEXANOIC ACID